phenylisobutylmalonic acid dipropyl ester C(CC)OC(C(C(=O)OCCC)(CC(C)C)C1=CC=CC=C1)=O